11-(6-{[(13Z)-1-oxodocos-13-enyl] oxy} hexyl)-2-methyl-9-oxo-2,8-diaza-5,10-dioxaheptadecan-17-yl (13Z)-docos-13-enoate C(CCCCCCCCCCC\C=C/CCCCCCCC)(=O)OCCCCCCC(OC(NCCOCCN(C)C)=O)CCCCCCOC(CCCCCCCCCCC\C=C/CCCCCCCC)=O